1-(5-(4-(4-(Dimethylamino)phenyl)-1H-1,2,3-triazol-1-yl)pentyl)-3-hydroxy-2-methylpyridin-4(1H)-one CN(C1=CC=C(C=C1)C=1N=NN(C1)CCCCCN1C(=C(C(C=C1)=O)O)C)C